ClC1=CC(=C(N=N1)C(=O)N)NCCC1=CC=CC=C1 6-chloro-4-(phenethylamino)pyridazine-3-carboxamide